The molecule is an azo dye with a structure consisting of nitrobenzene substituted on the 4-position of the phenyl group with a 4-[N-ethyl-N-(2-hydroxyethyl)]phenylazo group. It has a role as a dye and an allergen. It is a monoazo compound and a member of azobenzenes. It derives from an azobenzene. CCN(CCO)C1=CC=C(C=C1)N=NC2=CC=C(C=C2)[N+](=O)[O-]